N1=CC=C(C=C1)C1=CC2=C(N=C(S2)NC2=NC=CC(=C2)CC(=O)NCCN2CCCC2)C=C1 2-(2-((6-(pyridin-4-yl)-benzo[d]thiazol-2-yl)-amino)pyridin-4-yl)-N-(2-(pyrrolidin-1-yl)ethyl)-acetamide